BrC1=C(C=C(C=C1N1C2=CC=CC=C2C=2C=CC=CC12)C1=CC=CC=C1)N1C2=CC=CC=C2C=2C=CC=CC12 9,9'-(4-bromo-[1,1'-biphenyl]-3,5-diyl)bis(9H-carbazole)